monothio alcohol S(O)O